methyl (S)-2-((4-(6-((4-chloro-2-fluorobenzyl) oxy) pyridin-2-yl) piperidin-1-yl) methyl)-4-methoxy-1-(oxetan-2-ylmethyl)-1H-benzo[d]imidazole-6-carboxylate ClC1=CC(=C(COC2=CC=CC(=N2)C2CCN(CC2)CC2=NC3=C(N2C[C@H]2OCC2)C=C(C=C3OC)C(=O)OC)C=C1)F